5-Bromo-2-(2-(1-methylpyrrolidin-2-yl)ethoxy)-3-nitropyridine BrC=1C=C(C(=NC1)OCCC1N(CCC1)C)[N+](=O)[O-]